3-(3-(1-amino-2,3-dihydro-1H-inden-5-yl)-5-phenyl-3H-imidazo[4,5-b]pyridin-2-yl)pyridin-2-amine NC1CCC2=CC(=CC=C12)N1C(=NC=2C1=NC(=CC2)C2=CC=CC=C2)C=2C(=NC=CC2)N